CON(C(=O)C1CCNCC1)C N-methoxy-N-methylpiperidine-4-Formamide